C1(=CC=CC=C1)C1=C(C2=C(OC3=C2C=CC=C3)C=C1)C1=C(C(=C(C=C1)C1=CC=CC=C1)C1=C(C(=CC=3C2=CC=CC=C2CC13)C)C)C1=NN=NC=C1 (phenyl)[(phenyl)(dimethylfluorenyl)triazinylphenyl]Dibenzofuran